C1CC12NCC[C@H](C2)NC=2C(=CN(C(C2)=O)C2(CC2)C(F)F)C(=O)N[C@H](C)C2=C(C(=CC=C2)C(F)F)F 4-(((R)-4-azaspiro[2.5]oct-7-yl)amino)-N-((R)-1-(3-(difluoromethyl)-2-fluorophenyl)ethyl)-1-(1-(difluoromethyl)cyclopropyl)-6-oxo-1,6-dihydropyridine-3-carboxamide